BrC=1C=C(C(=NC1C#N)OC)CP(OCC)(OCC)=O diethyl ((5-bromo-6-cyano-2-methoxypyridin-3-yl)methyl)phosphonate